perfluorophenyl 4-((tert-butyldimethylsilyl)oxy)benzoate [Si](C)(C)(C(C)(C)C)OC1=CC=C(C(=O)OC2=C(C(=C(C(=C2F)F)F)F)F)C=C1